1-methyl-1H-imidazol-3-ium trifluoromethanesulfonate FC(S(=O)(=O)[O-])(F)F.CN1C=[NH+]C=C1